9,9-diphenyl-2-fluorenylboronic acid C1(=CC=CC=C1)C1(C2=CC=CC=C2C=2C=CC(=CC12)B(O)O)C1=CC=CC=C1